NCCSSCCN R-cystamine